C(C)(C)C1=CC=C(C=CC2OCC(O2)C)C=C1 2-(4-isopropylstyryl)-4-methyl-1,3-dioxolane